mononitrogen monoxide [N]=O